2-[3-[(3-Fluorophenyl)-methyl-carbamoyl]-4-methyl-2-oxo-7-(trifluoromethyl)-1H-quinolin-1-yl]-acetic acid FC=1C=C(C=CC1)N(C(=O)C=1C(N(C2=CC(=CC=C2C1C)C(F)(F)F)CC(=O)O)=O)C